COC1=C(C=C(C(=C1)OC)OC)C#CC=1C(=CC2=C(OCO2)C1)C=O 6-((2,4,5-trimethoxyphenyl)ethynyl)benzo[d][1,3]dioxolane-5-carbaldehyde